9-(6-(cyclohexyl(methyl)amino)pyridin-3-yl)-6,7-dimethoxynaphtho[2,3-c]furan-1(3H)-one C1(CCCCC1)N(C1=CC=C(C=N1)C1=C2C=C(C(=CC2=CC2=C1C(OC2)=O)OC)OC)C